ClC1=CC2=CN(N=C2C(=C1)N1CCOCC1)C 5-chloro-2-methyl-7-(morpholin-4-yl)indazole